C(C)(C)(C)OC(=O)N[C@@H]1[C@@H](CN(CC1)C(=O)OCC1=CC=CC=C1)O (cis)-benzyl 4-((tert-butoxycarbonyl)amino)-3-hydroxypiperidine-1-carboxylate